tert-butyl 3-(4-((diphenylmethylene)amino)isoquinolin-5-yl)propanoate C1(=CC=CC=C1)C(C1=CC=CC=C1)=NC1=CN=CC2=CC=CC(=C12)CCC(=O)OC(C)(C)C